C(CCCCC(C(=O)O)CCCCCCCCCC(CCCCCC)O)C(C(=O)O)CCCCCCCCCC(CCCCCC)O.CC1(CC(C1)/C=C/C=1C=C(C=NC1OC)NS(=O)(=O)C)C (E)-N-(5-(2-(3,3-dimethylcyclobutyl)vinyl)-6-methoxypyridin-3-yl)methanesulfonamide Pentan-1,5-diyl-bis(12-hydroxyoctadecanoat)